N-(6-(6-(1-(trifluoro-methyl)cyclopropyl)-imidazo[1,2-a]pyridin-3-yl)pyridin-2-yl)-2-azaspiro[3.3]heptan-6-amine FC(C1(CC1)C=1C=CC=2N(C1)C(=CN2)C2=CC=CC(=N2)NC2CC1(CNC1)C2)(F)F